C(C)(C)[Si](C#CC1=CC=CC2=CC=CC(=C12)B1OC(C(O1)(C)C)(C)C)(C(C)C)C(C)C triisopropyl((8-(4,4,5,5-tetramethyl-1,3,2-dioxaborolane-2-yl)naphthalene-1-yl)ethynyl)silane